NC=1C(N(C(=CN1)N1CCOCC1)CC(=O)O)=O 2-(3-amino-6-morpholino-2-oxopyrazin-1(2H)-yl)acetic acid